C(#N)[C@H](CC1=CC=C(C=C1)C=1C=CC2=C(N(C(O2)=O)C)C1)NC(=O)[C@H]1OC[C@@]2(CCO2)CNC1 (4R,7S)-N-[(1S)-1-cyano-2-[4-(3-methyl-2-oxo-1,3-benzoxazol-5-yl)phenyl]ethyl]-1,6-dioxa-9-azaspiro[3.6]decane-7-carboxamide